2-((((1s,4S)-4-(Benzyloxy)cyclohexyl)methyl)amino)-1-(5-fluoropyridin-3-yl)ethan-1-ol C(C1=CC=CC=C1)OC1CCC(CC1)CNCC(O)C=1C=NC=C(C1)F